t-butoxycarbonyl-S-trityl-L-cysteine C(C)(C)(C)OC(=O)N[C@@H](CSC(C1=CC=CC=C1)(C1=CC=CC=C1)C1=CC=CC=C1)C(=O)O